3-(difluoromethoxy)cyclopentan-1-amine FC(OC1CC(CC1)N)F